CN1N=CC(=C1)NC1=NC=C(C=N1)CN1CC2=C(CC1)C(=CS2)C(=O)NC2=CC(=CC=C2)C(F)(F)F 6-((2-((1-methyl-1H-pyrazol-4-yl)amino)pyrimidin-5-yl)methyl)-N-(3-(trifluoromethyl)phenyl)-4,5,6,7-tetrahydrothieno[2,3-c]pyridine-3-carboxamide